ClC=1C=CC(=C(C1)C1=CC(N(C=C1OC)C(C(=O)NC1=CC2=CN(N=C2C=C1)C)CCOC)=O)N1C=NC(=C1)C(F)F 2-[4-{5-chloro-2-[4-(difluoromethyl)-1H-imidazol-1-yl]phenyl}-5-methoxy-2-oxopyridin-1(2H)-yl]-4-methoxy-N-(2-methyl-2H-indazol-5-yl)butanamide